ClC=1C=C(C=CC1Cl)CC(=O)N1C(C2=C(CC1)NC=N2)CN2CCCC2 5-[(3,4-dichlorophenyl)acetyl]-4-(1-pyrrolidinylmethyl)-4,5,6,7-tetrahydro-1H-imidazo[4,5-c]pyridine